7-isopropoxy-2-((1S,4R)-1-methyl-2-oxabicyclo[2.2.1]heptan-4-yl)-N-(6-methylpyrazolo[1,5-a]pyrimidin-3-yl)imidazo[1,2-a]pyridine-6-carboxamide C(C)(C)OC1=CC=2N(C=C1C(=O)NC=1C=NN3C1N=CC(=C3)C)C=C(N2)[C@@]23CO[C@@](CC2)(C3)C